2,4,6-tris(hydroxybenzylamino)-s-triazine ON(C1=NC(=NC(=N1)N(CC1=CC=CC=C1)O)N(CC1=CC=CC=C1)O)CC1=CC=CC=C1